(4-bromo-3-methoxyphenoxy)-1H-1,2,3-triazole-4-carboxylic acid BrC1=C(C=C(ON2N=NC(=C2)C(=O)O)C=C1)OC